[Si+4].C(=O)[O-].C(=O)[O-].C(=O)[O-].C(=O)[O-] format silicon